C(CCCCCCCCCCCCCCCCCCC)(=O)[O-].[Sr+2].C(=O)N[C@@H](CC1=CC=C(C=C1)O)C(=O)O.C(CCCCCCCCCCCCCCCCCCC)(=O)[O-] formyl-tyrosine strontium arachidate